N1(CCCCC1)CCOCCOCCN1CCCCC1 1,2-bis(2-piperidinoethoxy)ethane